ClC1=C(C=CC=C1C1C(NC(CC1)=O)=O)C1=CC=C(C=C1)C1=NN(C=C1)C 3-(2-chloro-4'-(1-methyl-1H-pyrazol-3-yl)-[1,1'-biphenyl]-3-yl)piperidine-2,6-dione